ClC1=C(C(=C(C=C1OC)OC)Cl)N1C(N(C2=NC(=NC=C2C1)NC(C)C)C1CCN(CC1)C(\C=C\CN(C)C)=O)=O (E)-3-(2,6-dichloro-3,5-dimethoxyphenyl)-1-(1-(4-(dimethylamino)-but-2-enoyl)piperidin-4-yl)-7-(isopropylamino)-3,4-dihydropyrimido[4,5-d]pyrimidin-2(1H)-one